BrC=1N=C2C(=NC1C#CC(C)C)N(N=C2)C2OCCCC2 5-bromo-6-(3-methylbut-1-ynyl)-1-tetrahydropyran-2-yl-pyrazolo[3,4-b]pyrazine